4-amino-1-((2R,4S,5R)-4-(benzyloxy)-5-ethyl-5-(hydroxymethyl)tetrahydrofuran-2-yl)-5-fluoropyrimidin-2(1H)-one NC1=NC(N(C=C1F)[C@@H]1O[C@@]([C@H](C1)OCC1=CC=CC=C1)(CO)CC)=O